CN(S(=O)(=O)Cl)C (N,N-dimethyl)sulfamoyl chloride